7-chloronaphthalene-1-ol ClC1=CC=C2C=CC=C(C2=C1)O